ClC1=NC=C2C(=N1)N(N=C2C)C2CCC(CC2)O (1r,4r)-4-(6-chloro-3-methyl-1H-pyrazolo[3,4-d]pyrimidin-1-yl)cyclohexan-1-ol